C(#N)C=1C=C(COC=2C=C(C(=NC2)C(=O)OC)C)C=CC1OC(C)C methyl 5-((3-cyano-4-isopropoxybenzyl)oxy)-3-methylpicolinate